[Br-].CO[Si](OC)(OC)CCC[N+](CC1=CC=CC=C1)(C)CCCCCCCCCCCCCCCCCC trimethoxysilylpropyl-octadecyl-methyl-benzyl-ammonium bromide